2-(N,N-dimethylaminoethoxy)propanol CN(C)CCOC(CO)C